3-(5-(9-morpholino-non-1-yn-1-yl)benzofuran-3-yl)piperidine-2,6-dione O1CCN(CC1)CCCCCCCC#CC=1C=CC2=C(C(=CO2)C2C(NC(CC2)=O)=O)C1